C(C)(=O)C=1C=C(C=C2C(N(C(=NC12)C1CCOCC1)C1CC1)=O)Cl 8-acetyl-6-chloro-3-cyclopropyl-2-tetrahydropyran-4-yl-quinazolin-4-one